7-hydroxy-2-methyl-4-oxo-5-pentyl-8-(m-tolyl)-4H-benzo[d][1,3]dioxine-2-carboxylic acid OC=1C=C(C2=C(OC(OC2=O)(C(=O)O)C)C1C=1C=C(C=CC1)C)CCCCC